CC1(CCN(CC1)C=1N=C2N(C(C1)=O)C=C(C=C2[C@@H](C)NC2=C(C(=O)O)C(=CC=C2)F)C)C (R)-2-((1-(2-(4,4-Dimethylpiperidin-1-yl)-7-methyl-4-oxo-4H-pyrido[1,2-a]pyrimidin-9-yl)ethyl)amino)-6-fluorobenzoic acid